N-(3-(5-(2-((2,2-dioxido-2-thiaspiro[3.3]heptan-6-yl)amino)pyrimidin-4-yl)-2-(3-oxo-8-azabicyclo[3.2.1]octan-8-yl)thiazol-4-yl)-2-fluorophenyl)-2,6-difluorobenzenesulfonamide O=S1(CC2(C1)CC(C2)NC2=NC=CC(=N2)C2=C(N=C(S2)N2C1CC(CC2CC1)=O)C=1C(=C(C=CC1)NS(=O)(=O)C1=C(C=CC=C1F)F)F)=O